4-(5-cyano-2-methoxyphenyl)-6-methyl-N-(5-(tetrahydrofuran-2-carbonyl)-4,5,6,7-tetrahydrothiazolo[5,4-c]pyridin-2-yl)nicotinamide C(#N)C=1C=CC(=C(C1)C1=CC(=NC=C1C(=O)NC=1SC=2CN(CCC2N1)C(=O)C1OCCC1)C)OC